1-allyl-3,5-dibromo-1,2,4-triazole C(C=C)N1N=C(N=C1Br)Br